(R)-N-(1-(3-(1,1-difluoro-2-hydroxyethyl)phenyl)ethyl)-4-methoxy-5-(1,4,5,6-tetrahydropyridin-3-yl)-1H-indazole-7-carboxamide FC(CO)(F)C=1C=C(C=CC1)[C@@H](C)NC(=O)C=1C=C(C(=C2C=NNC12)OC)C1=CNCCC1